COC(CC[C@@H](C)[C@H]1CC[C@H]2[C@@H]3[C@H](C[C@@H]4[C@@H]5[C@H](CC[C@]4(C)[C@H]3CC[C@]12C)O5)OCOC)=O 3β,4β-epoxy-7β-methoxymethoxy-5β-cholanic acid methyl ester